FC(C1=CC=C(C=C1)C=1N=C(C(=NC1)N)C=1C=NC(=NC1)C=CC(F)(F)F)(F)F (4-(Trifluoromethyl)phenyl)-3-(2-(3,3,3-trifluoroprop-1-en-1-yl)pyrimidin-5-yl)pyrazin-2-amine